N,N,N',N',N'',N'',N'''-heptamethylphosphorimidic triamide CN(P(N(C)C)(N(C)C)=NC)C